C(CCCCCCCCCCCCC)OCCCCCCCCCCCCCC dimyristyl ether